7-(S-amino-N-trityl-sulphonimidoyl)-2-methyl-2,3-dihydropyrazolo[5,1-b]oxazole NS(=O)(=NC(C1=CC=CC=C1)(C1=CC=CC=C1)C1=CC=CC=C1)C=1C=NN2C1OC(C2)C